(5-Bromo-2-hydroxy-benzylidene)-amino-3-methyl-butyric acid methyl ester COC(C(C(C=CC1=C(C=CC(=C1)Br)O)C)N)=O